(S)-(4-(4-((2-methoxy-4-(2-methoxyethoxy)phenyl)amino)quinolin-7-yl)-1-methylpiperazin-2-yl)methanol COC1=C(C=CC(=C1)OCCOC)NC1=CC=NC2=CC(=CC=C12)N1C[C@H](N(CC1)C)CO